Dimethyl-(dimethylamino)germanium hydride C[GeH](N(C)C)C